trans-Hex-2-en-1-ol C(\C=C\CCC)O